N-Acetylneuraminic acid sodium salt [Na+].C(C)(=O)N[C@@H]1[C@H](CC(C([O-])=O)(O)O[C@H]1[C@H](O)[C@H](O)CO)O